N-(3-(7-chloro-1H-benzo[d]imidazol-2-yl)phenyl)-5-(pyridazin-3-yl)pyrimidin-2-amine ClC1=CC=CC2=C1NC(=N2)C=2C=C(C=CC2)NC2=NC=C(C=N2)C=2N=NC=CC2